FC1=C(C(=CC(=C1)F)O)OOB(OO)O (2,4-difluoro-6-hydroxyphenyl)dihydroxyboric acid